C1(=CC(=C(C=C1)N)N)C1=CC(=C(C=C1)N)N [1,1'-biphenyl]-3,3',4,4'-tetraamine